5,6-dimethyl-acenaphthenequinone CC1=CC=C2C(C(C=3C=CC(=C1C32)C)=O)=O